3-((5-(tert-butyl)-8-hydroxyquinolin-7-yl)(butyramido)-methyl)-N-(6-((2-(2,6-dioxopiperidin-3-yl)-1,3-dioxoisoindolin-4-yl)amino)-spiro[3.3]heptan-2-yl)benzamide C(C)(C)(C)C1=C2C=CC=NC2=C(C(=C1)C(C=1C=C(C(=O)NC2CC3(C2)CC(C3)NC3=C2C(N(C(C2=CC=C3)=O)C3C(NC(CC3)=O)=O)=O)C=CC1)NC(CCC)=O)O